The molecule is a polyprenol diphosphate compound having twelve prenyl units with undefined stereochemistry about the double bonds. It has a role as a Saccharomyces cerevisiae metabolite. CC(=CCC/C(=C/CC/C(=C/CC/C(=C/CC/C(=C/CC/C(=C/CC/C(=C/CC/C(=C/CC/C(=C/CC/C(=C/CC/C(=C/CC/C(=C/COP(=O)(O)OP(=O)(O)O)/C)/C)/C)/C)/C)/C)/C)/C)/C)/C)/C)C